(R)-3-((tert-butoxycarbonyl)amino)-3-formylazepan-1-carboxylic acid tert-butyl ester C(C)(C)(C)OC(=O)N1C[C@](CCCC1)(C=O)NC(=O)OC(C)(C)C